2,5-dichlorohydroquinone ClC1=C(O)C=C(C(=C1)O)Cl